L-β-Leucine hydrochloride Cl.N[C@@H](C(C)C)CC(=O)O